[6-(3-cyclopropyl-1,2,4-triazol-1-yl)-2-azaspiro[3.3]heptan-2-yl]-[2-(3,5-difluorophenyl)sulfonyl-2,6-diazaspiro[3.3]heptan-6-yl]methanone C1(CC1)C1=NN(C=N1)C1CC2(CN(C2)C(=O)N2CC3(CN(C3)S(=O)(=O)C3=CC(=CC(=C3)F)F)C2)C1